C(C1=CC=CC=C1)OC([C@@H](CC(C)C)NC([C@@H](CC1=CC=CC=C1)NC(CNC[C@H](C(C)C)C1=CC=CC=C1)=O)=O)=O (R)-4-methyl-2-((R)-2-(2-(((R)-3-methyl-2-phenylbutyl)amino)acetamido)-3-phenylpropionamido)pentanoic acid benzyl ester